C[C@@H]1N(C[C@@H](C(C1)=O)C)C(=O)OCC1=CC(=CC=C1)CN1C(C2=CC=CC=C2C1=O)=O (2s,3r,5s)-3-[(1,3-dioxoisoindolin-2-yl) methyl]-benzyl 2,5-dimethyl-4-oxo-piperidine-1-carboxylate